FC1=CC(=NC=C1)N 4-fluoropyridin-2-amine